3-(6-(trifluoromethyl)pyridin-3-yl)propionic acid ethyl ester C(C)OC(CCC=1C=NC(=CC1)C(F)(F)F)=O